N1=CC=C(C=C1)CN1C(C(=C(C1=O)C1=CC=C(C=C1)C(F)(F)F)C#CC1=CC=CC=C1)=O 1-(pyridin-4-ylmethyl)-3-(phenylethynyl)-4-(4-(trifluoromethyl)phenyl)-1H-pyrrole-2,5-dione